CC1=C2C=C(N(C2=CC=C1CN1CCC2(CN(C2)C2=NC=NC3=CC=C(C=C23)CC(F)(F)F)CC1)[C@H](CN1CCN(CC1)S(=O)(=O)C)C)C#N 4-methyl-1-{(1S)-1-methyl-2-[4-(methylsulfonyl)piperazin-1-yl]ethyl}-5-({2-[6-(2,2,2-trifluoroethyl)quinazolin-4-yl]-2,7-diazaspiro[3.5]non-7-yl}methyl)-1H-indole-2-carbonitrile